tert-butyl (3R,4R)-4-((4-(3-(2,6-dioxopiperidin-3-yl)-1-methyl-1H-indazol-6-yl)piperazin-1-yl)methyl)-3-methylpiperidine-1-carboxylate O=C1NC(CCC1C1=NN(C2=CC(=CC=C12)N1CCN(CC1)C[C@H]1[C@H](CN(CC1)C(=O)OC(C)(C)C)C)C)=O